spiro[3.4]octan-1-amine hydrochloride Cl.C1(CCC12CCCC2)N